BrC1=NC(=CC=C1)C1=NN=CN1C1(CC1)C(F)(F)F 2-bromo-6-(4-(1-(trifluoromethyl)cyclopropyl)-4H-1,2,4-triazole-3-yl)pyridine